[(2R,3R,4R,5R,6R)-5-acetamido-3,4-diacetoxy-6-[2-[2-[2-[2-(2-benzyloxyethoxy)-ethoxy]ethoxy]ethoxy]ethoxy]tetrahydropyran-2-yl]methyl acetate C(C)(=O)OC[C@H]1O[C@H]([C@@H]([C@H]([C@H]1OC(C)=O)OC(C)=O)NC(C)=O)OCCOCCOCCOCCOCCOCC1=CC=CC=C1